COC1=CC=C(C=C1)C1(C=C(C2=C(O1)C=1C=C(C=CC1C1=C2C(C2=CC(=CC=C21)C)(C2=CC=CC=C2)CCC(=O)O)C)C(=O)O)C2=CC=C(C=C2)OC 3,3-bis(4-methoxyphenyl)-6,11-dimethyl-13-(2-hydroxycarbonylethyl)carboxy-13-phenyl-3H,13H-indeno[2',3':3,4]naphtho[1,2-b]pyran